5'-oxo-2'-(2-phenylquinolin-7-yl)-5',6'-dihydro-4'H-spiro[oxetane-3,7'-pyrazolo[1,5-a]pyrimidine]-3'-carboxamide O=C1NC=2N(C3(C1)COC3)N=C(C2C(=O)N)C2=CC=C3C=CC(=NC3=C2)C2=CC=CC=C2